diacetyl-2-methylpropanediol C(C)(=O)C(C(O)(O)C(C)=O)(C)C